C(C)(=O)N1CCN(CC1)C1=CC=C(C=C1)C1=CC(=CC=C1)C(=O)N[C@@H](C=1NC2=CC=CC=C2C1)C1=C(C=CC(=C1)F)O (R)-4'-(4-acetylpiperazine-1-yl)-N-((5-fluoro-2-hydroxyphenyl)(1H-indole-2-yl)methyl)-[1,1'-biphenyl]-3-carboxamide